COC([C@H](CN1C=NC(=C1)C(=O)O)C)=O 1-[(2S)-3-Methoxy-2-methyl-3-oxopropyl]-1H-imidazole-4-carboxylic acid